CN(CCC1=C(NC(=C1C(=O)N)C1=CC=CC=C1)C1=CC(=CC=C1)OC(F)(F)F)C (2-(dimethylamino)ethyl)-5-phenyl-2-(3-(trifluoromethoxy)phenyl)Azole-4-carboxamide